N-[3-(pentafluoro-λ6-sulfanyl)phenyl]-1-{4-[3-(propan-2-yl)-[1,2,4]triazolo[4,3-a]pyridin-6-yl]benzenesulfonyl}piperidin-4-amine FS(C=1C=C(C=CC1)NC1CCN(CC1)S(=O)(=O)C1=CC=C(C=C1)C=1C=CC=2N(C1)C(=NN2)C(C)C)(F)(F)(F)F